ClC1=C(C=C(C=C1)C1(CNC1)CC#N)C 2-[3-(4-chloro-3-methylphenyl)azetidin-3-yl]acetonitrile